N-(3-chloro-4-((3-methyl-3H-imidazo[4,5-b]pyridin-6-yl)oxy)phenyl)-6-(piperazin-1-yl)pyrido[3,2-d]pyrimidin-4-amine ClC=1C=C(C=CC1OC=1C=C2C(=NC1)N(C=N2)C)NC=2C1=C(N=CN2)C=CC(=N1)N1CCNCC1